C(C1=CC=CC=C1)NC([C@@H](C)NC(C=CC)=O)=O (R)-4-((1-(benzylamino)-1-oxopropan-2-yl)amino)-4-oxobut-2-ene